O-((2-oxabicyclo[2.2.2]octan-4-yl)methyl)-N-((S)-2-((S)-2,2-dimethylcyclopropane-1-carbonyl)-6-(thiazole-5-carbonyl)-2,6-diazaspiro[3.4]octane-8-carbonyl)-L-threonine C12OCC(CC1)(CC2)CO[C@@H]([C@H](NC(=O)[C@@H]2CN(CC21CN(C1)C(=O)[C@@H]1C(C1)(C)C)C(=O)C1=CN=CS1)C(=O)O)C